N[C@@](CN1CC(C1)OC1=C(C=2O[B-]([C@@H]3C[C@@H]3C2C=C1)(O)O)C(=O)[O-])(C(=O)NCCO)C (2S,4R)-9-(1-{(2S)-2-amino-3-[(2-hydroxyethyl)amino]-2-methyl-3-oxopropyl}azetidin-3-yl)oxy-5,5-dihydroxy-6-oxa-5-boranuidatricyclo[5.4.0.02,4]undeca-1(7),8,10-triene-8-carboxylate